ICCCCCCCCCCCCCCCI 1,15-diiodopentadecane